((2,6-dibromobenzyl)amino)-2-oxoacetic acid BrC1=C(CNC(C(=O)O)=O)C(=CC=C1)Br